N[C@H](CC1=CC=CC=C1)C1=CC=CS1 5-[(1R)-1-amino-2-phenylethyl]thiophen